COC1=C(C(=CC=C1)C)C1=CC=2C(=CN=C(C2)NC(=O)C2CC2)N1C N-[2-(2-methoxy-6-methylphenyl)-1-methylpyrrolo[2,3-c]pyridin-5-yl]cyclopropane-1-carboxamide